[2-amino-4-(trifluoromethoxy)phenyl]-[4-[2-[azepan-3-yl]-3H-imidazo[4,5-b]pyridin-7-yl]-1-piperidyl]methanone NC1=C(C=CC(=C1)OC(F)(F)F)C(=O)N1CCC(CC1)C1=C2C(=NC=C1)NC(=N2)C2CNCCCC2